C1(CC1)C=1SC(=CN1)C1=CC=C(C=C1)C(C)=O 1-[4-(2-cyclopropyl-1,3-thiazol-5-yl)phenyl]ethanone